perfluorophenyl-3-(pyridine-2-yldisulfanyl)propanoate FC(C(=O)[O-])(C(SSC1=NC(=C(C(=C1F)F)F)F)(F)F)C1=C(C(=C(C(=C1F)F)F)F)F